bisphenol A hydroxide [OH-].OC1=CC=C(C=C1)C(C)(C)C1=CC=C(C=C1)O